C1(CCCCC1)PC1=C(C=CC=C1)C1=C(C=C(C=C1C(C)C)C(C)C)C(C)C Cyclohexylphosphino-2',4',6'-triisopropyl-1,1'-biphenyl